3-(6-chloro-3-(1H-imidazol-1-yl)-5-methoxy-1-methyl-1H-indol-2-yl)-N,N-dimethyl-1H-1,2,4-triazole-5-carboxamide ClC1=C(C=C2C(=C(N(C2=C1)C)C1=NNC(=N1)C(=O)N(C)C)N1C=NC=C1)OC